Ethyl 5-p-fluorophenyl-4-oxo-1,4-dihydropyridazine-3-carboxylate FC1=CC=C(C=C1)C=1C(C(=NNC1)C(=O)OCC)=O